C1(CC1)C=1N=NN(C1)[C@H](C(=O)N1[C@@H](C[C@H](C1)O)C(=O)NCC1(CCOCC1)N1CCCC1)C(C)(C)C (2S,4r)-1-[(2S)-2-(4-cyclopropyl-triazol-1-yl)-3,3-dimethyl-butyryl]-4-hydroxy-N-[(4-pyrrolidin-1-yl-tetrahydropyran-4-yl)methyl]pyrrolidine-2-carboxamide